N-(1-(2,6-Dimethoxyphenyl)-2-(6-ethoxypyridin-2-yl)-1H-imidazo[4,5-b]pyrazin-6-yl)-1-(5-methylpyridin-2-yl)methanesulfonamide COC1=C(C(=CC=C1)OC)N1C(=NC=2C1=NC(=CN2)NS(=O)(=O)CC2=NC=C(C=C2)C)C2=NC(=CC=C2)OCC